C(C)CC(C(CCCCCCC)O)O ethyl-2,3-decanediol